N[C@@H](C(=O)NC1CCN(CC1)C1=NC(=C(C(=C1C#N)CC)C#N)SC(C(=O)N)C1=CC=CC=C1)CO (2R)-2-amino-N-(1-(6-((2-amino-2-oxo-1-phenylethyl)thio)-3,5-dicyano-4-ethylpyridin-2-yl)piperidin-4-yl)-3-hydroxypropanamide